tert-butyl (3-(7-((4-(2,6-dimethylmorpholino) phenyl)amino)-3-oxo-2,3-dihydro-4H-benzo[b][1,4]oxazin-4-yl)propyl)(methyl)carbamate CC1OC(CN(C1)C1=CC=C(C=C1)NC=1C=CC2=C(OCC(N2CCCN(C(OC(C)(C)C)=O)C)=O)C1)C